(3S,4R)-6-benzyl-3-methyl-1,6-diazaspiro[3.4]octane-1-carboxylic acid benzyl ester C(C1=CC=CC=C1)OC(=O)N1C[C@@H]([C@]12CN(CC2)CC2=CC=CC=C2)C